[4-(1-methyl-1H-pyrazol-4-yl)-benzyl]-(6-{7-[2-(4-oxetan-3-yl-piperazin-1-yl)-ethoxy]-imidazo[1,2-a]pyridin-3-yl}-pyrimidin-4-yl)-amine CN1N=CC(=C1)C1=CC=C(CNC2=NC=NC(=C2)C2=CN=C3N2C=CC(=C3)OCCN3CCN(CC3)C3COC3)C=C1